CC1=[N+](C(=C(C2=CC=CC=C12)C=1SC=CC1)C(=C)C)[O-] 1-methyl-3-(prop-1-en-2-yl)-4-(thiophen-2-yl)isoquinoline 2-oxide